N[C@@H](C(=O)N(C)[C@@H]1COCC=2NC(C=3C=C(C(=CC3C21)F)F)=O)C2=CC(=CC=C2)Cl (R)-2-amino-2-(3-chlorophenyl)-N-((S)-8,9-difluoro-6-oxo-1,4,5,6-tetrahydro-2H-pyrano[3,4-c]isoquinolin-1-yl)-N-methylacetamide